(2R,3R)-undecane-2,3-diol C[C@H]([C@@H](CCCCCCCC)O)O